3-Hydroxy-4-[(2-Hydroxy-3,5-dinitrophenyl)azo]-N-Phenyl-2-naphthalenecarboxyamide OC=1C(=CC2=CC=CC=C2C1N=NC1=C(C(=CC(=C1)[N+](=O)[O-])[N+](=O)[O-])O)CC(=O)NC1=CC=CC=C1